N-benzyl-5-(5-(5-(trifluoromethyl)-1,2,4-oxadiazol-3-yl)pyridin-2-yl)-2,5-diazabicyclo[2.2.1]heptane-2-carboxamide C(C1=CC=CC=C1)NC(=O)N1C2CN(C(C1)C2)C2=NC=C(C=C2)C2=NOC(=N2)C(F)(F)F